((perfluorophenoxy)(phenoxy)phosphoryl)-L-alanine isopropyl ester C(C)(C)OC([C@@H](NP(=O)(OC1=CC=CC=C1)OC1=C(C(=C(C(=C1F)F)F)F)F)C)=O